FC(C(CCC#C[Si](C(C)C)(C(C)C)C(C)C)NC(OC(C)(C)C)=O)F tert-butyl N-[1-(difluoromethyl)-5-triisopropylsilyl-pent-4-ynyl]carbamate